[Si](C)(C)(C(C)(C)C)OCC=1C(=C(C=CC1)C=1C=C(C(=NC1)N1CC(C1)C)F)F 5-(3-{[(tert-Butyldimethylsilyl)oxy]methyl}-2-fluorophenyl)-3-fluoro-2-(3-methylazetidin-1-yl)pyridine